(E)-1-[4-[2-Hydroxy-3-(methylamino)propoxy]phenyl]-3-(4-methoxyphenyl)prop-2-en-1-one OC(COC1=CC=C(C=C1)C(\C=C\C1=CC=C(C=C1)OC)=O)CNC